FC(C=1N=C(OC1C(=O)N1[C@H](C2=C(CC1)NC=N2)C2=NN1C(C(=CC=C1)C)=C2)C(C)(C)F)F (R)-(4-(difluoromethyl)-2-(2-fluoropropan-2-yl)oxazol-5-yl)(4-(4-methylpyrazolo[1,5-a]pyridin-2-yl)-6,7-dihydro-1H-imidazo[4,5-c]pyridin-5(4H)-yl)methanone